ClC1=C(C=CC=C1)N1C=NC=C1C(=O)OCC ethyl 1-(2-chlorophenyl)-1H-imidazole-5-carboxylate